(R)-N4,5,7-trimethyl-N2-(1-methylpyrrolidin-3-yl)-1,8-naphthyridine-2,4-diamine CNC1=CC(=NC2=NC(=CC(=C12)C)C)N[C@H]1CN(CC1)C